ClC1=NN2C(NC=C(C2=O)OC2=CC(=CC=C2)C2CC2)=C1 2-chloro-6-(3-cyclopropylphenoxy)-4H-pyrazolo[1,5-a]pyrimidin-7-one